CN1CCC(CC1)COC=1C=NC(=NC1)C=1C=C(CN2N=C(C=CC2=O)C=2C=C(C#N)C=CC2)C=CC1 3-(1-{3-[5-(1-Methyl-piperidin-4-ylmethoxy)-pyrimidin-2-yl]-benzyl}-6-OXO-1,6-dihydro-pyridazin-3-yl)-benzonitrile